FC1C(C2=C(C=CC=C12)I)O 8-fluoro-5-iodobicyclo[4.2.0]octa-1,3,5-trien-7-ol